[I-].NC(C[N+](C)(C)C1CC1)=O N-(2-amino-2-oxoethyl)-N,N-dimethylcyclopropylammonium iodide